N1(CC(CCC1)C(=O)O)C(=O)O piperidine-1,3-dicarboxylic acid